CN1CCN(CC1)C(=O)OC1=CC(=C2C(=NC=NC2=C1)NC1=CC2=C(N=CS2)C=C1)OC1CCOCC1 4-[(1,3-benzothiazol-6-yl)amino]-5-(oxan-4-yloxy)quinazolin-7-yl 4-methylpiperazine-1-carboxylate